C(N)(OC1=C(C=CC=C1)CCCCCCCCCCCCC)=O (tridecylphenyl) carbamate